(1r,2'S,4S)-4-(3-chloroanilino)-2'-[(2R)-3-{[2-(difluoromethyl)pyridin-4-yl]oxy}-2-methylpropyl]-2',3'-dihydrospiro[cyclohexane-1,1'-indene]-4-carboxylic acid ClC=1C=C(NC2(CCC3([C@H](CC4=CC=CC=C34)C[C@H](COC3=CC(=NC=C3)C(F)F)C)CC2)C(=O)O)C=CC1